FS(=O)(=O)OC methyl fluorosulfonate